C(#N)/C=C/C1=CC=C(CN2N=CC(=C2)C(=O)OCC)C=C1 ethyl (E)-1-(4-(2-cyanovinyl)benzyl)-1H-pyrazole-4-carboxylate